C(#N)C=1C=C(C=NC1C1CC1)C(=O)NC=1C(=NC=CC1)S(=O)(=O)C 5-cyano-6-cyclopropyl-N-(2-methanesulfonylpyridin-3-yl)pyridine-3-carboxamide